ClC1=NC(=NC(=N1)NC1=CC(=CC=C1)C(F)(F)F)N1C[C@H](CC1)O (S)-1-(4-chloro-6-((3-(trifluoromethyl)phenyl)amino)-1,3,5-triazin-2-yl)pyrrolidin-3-ol